tert-butyl 3-[4-[7-(2-methoxy-3-pyridyl)-4-(3-oxo-2,4-dihydro-1H-isoquinolin-7-yl)thieno[3,2-c]pyridin-6-yl]pyrazol-1-yl]azetidine-1-carboxylate COC1=NC=CC=C1C=1C2=C(C(=NC1C=1C=NN(C1)C1CN(C1)C(=O)OC(C)(C)C)C1=CC=C3CC(NCC3=C1)=O)C=CS2